7-((7-Methyl-6,7,8,9-tetrahydro-5H-pyrido[3,4-d]azepin-3-yl)amino)-4-(6-methylpyrazolo[1,5-a]pyridin-3-yl)-1-oxoisoindoline-2-carboxylic acid tert-butyl ester C(C)(C)(C)OC(=O)N1C(C2=C(C=CC(=C2C1)C=1C=NN2C1C=CC(=C2)C)NC2=CC1=C(CCN(CC1)C)C=N2)=O